2-(N,N-Diethylamino)ethylmethacrylat C(C)N(CC)CCOC(C(=C)C)=O